tert-butyl (4S)-4-(tert-butylsulfinylamino)-2-chloro-4,6-dihydrospiro[cyclopenta[d]thiazole-5,4'-piperidine]-1'-carboxylate C(C)(C)(C)S(=O)N[C@@H]1C=2N=C(SC2CC12CCN(CC2)C(=O)OC(C)(C)C)Cl